5-tert-butyl-N-(3-(5-phenylpyridin-3-yl)phenyl)-9H-fluoren-1-amine C(C)(C)(C)C1=C2C=3C=CC=C(C3CC2=CC=C1)NC1=CC(=CC=C1)C=1C=NC=C(C1)C1=CC=CC=C1